C1(CC1)C1=NNC2=CC=C(C=C12)N(C1CCOCC1)C 3-Cyclopropyl-N-methyl-N-(tetrahydro-2H-pyran-4-yl)-1H-indazol-5-amine